7-(2,7-dichloro-8-fluoropyrido[4,3-d]pyrimidin-4-yl)-2,7-diazaspiro[4.5]decan-3-one ClC=1N=C(C2=C(N1)C(=C(N=C2)Cl)F)N2CC1(CC(NC1)=O)CCC2